COC=1C=C(C=CC1OC)C(=O)C1=CC(=CC=C1)N1CCOCC1 (3,4-dimethoxyphenyl)(3-morpholinylphenyl)methanone